5-[4-amino-5-(trifluoromethyl)pyrrolo[2,1-f][1,2,4]triazin-7-yl]-2-methyl-N-(3-phenylbutyl)pyridine-3-carboxamide NC1=NC=NN2C1=C(C=C2C=2C=C(C(=NC2)C)C(=O)NCCC(C)C2=CC=CC=C2)C(F)(F)F